C(C)N(C1=CC=CC=N1)C 6-(ethyl-(methyl)amino)pyridin